ClC1=NC=C(C(=C1)C1=C(C=C(C=C1)F)F)Cl 2,5-dichloro-4-(2,4-difluorophenyl)pyridine